(E)-3-(2-(4-(cyclopropane-sulfonamido)piperidin-1-yl)phenyl)-N-hydroxyacrylamide C1(CC1)S(=O)(=O)NC1CCN(CC1)C1=C(C=CC=C1)/C=C/C(=O)NO